FC1(C(N(C2=C(O1)C=C(C(=C2F)C2=C(C(=C(C(=C2F)F)F)F)F)F)[C@@H](C(=O)OC)C)=O)F methyl (R)-2-(2,2,5,7-tetrafluoro-3-oxo-6-(perfluorophenyl)-2,3-dihydro-4H-benzo[b][1,4]oxazin-4-yl)propanoate